[Tc](=O)(=O)(=O)[O-].[Na+] Sodium pertechnetate